tert-butyl 3-(4-(methyl(2-((methylsulfonyl)oxy)ethyl)amino)pyridin-3-yl)azetidine-1-carboxylate CN(C1=C(C=NC=C1)C1CN(C1)C(=O)OC(C)(C)C)CCOS(=O)(=O)C